CC1=NN(C(=N1)C)CCCO 3-(3,5-dimethyl-1H-1,2,4-triazol-1-yl)propan-1-ol